BrC1=NC=2C=C(C=CC2C2=C1N(C(C21CC(C1)O)=O)C)F Bromo-7'-fluoro-3-hydroxy-3'-methyl-spiro[cyclobutane-1,1'-pyrrolo[2,3-c]quinoline]-2'(3'h)-one